IC1=C2C(=NN1C(C)C)CC(OC2)C(=O)OC methyl 3-iodo-2-isopropyl-2,4,6,7-tetrahydropyrano[4,3-c]pyrazole-6-carboxylate